N1=CNC2=NC=CC(=C21)C2=NC(=CC(=N2)N=S(=O)(C)C)N2[C@@H](COCC2)C (R)-((2-(3H-imidazo[4,5-b]pyridin-7-yl)-6-(3-methylmorpholino)pyrimidin-4-yl)imino)dimethyl-λ6-sulfanone